C(C)(=O)NC=1C=C(C(=O)NC2CCC(CC2)NC2=CC=CC=3N2C=C(N3)C(F)(F)F)C=CC1 3-acetamido-N-[(1s,4s)-4-{[2-(trifluoromethyl)imidazo[1,2-a]pyridin-5-yl]amino}cyclohexyl]benzamide